ClC1=CC=C2[C@@]3(C(NC2=C1)=O)C1(N[C@H]([C@@H]3C3=C(C(=CC=C3)Cl)F)C(=O)OC)CCC(CC1)(C)C methyl (3'R,4'S,5'R)-6''-chloro-4'-(3-chloro-2-fluorophenyl)-4,4-dimethyl-2''-oxodispiro[cyclohexane-1,2'-pyrrolidine-3',3''-indoline]-5'-carboxylate